rac-N-((3R,4R)-4-(3,4-dichlorophenyl)pyrrolidin-3-yl)-4-(trifluoromethoxy)benzenesulfonamide ClC=1C=C(C=CC1Cl)[C@H]1[C@H](CNC1)NS(=O)(=O)C1=CC=C(C=C1)OC(F)(F)F |r|